CC1=CC=C(C=C1)CP(O)(=O)C1=CC=C(C=C1)C 4-methylphenyl-methyl-(4-methylphenyl)phosphinic acid